BrC1=C(C(=C(C(=O)NN)C=C1F)F)Cl 4-Bromo-3-chloro-2,5-difluorobenzohydrazide